6-cyano-N-[(4-cyanophenyl)methyl]-8-[(1-cyclopropylsulfonylcyclopropyl)methoxy]-1-methyl-2-oxo-1,5-naphthyridine-3-carboxamide C(#N)C=1N=C2C=C(C(N(C2=C(C1)OCC1(CC1)S(=O)(=O)C1CC1)C)=O)C(=O)NCC1=CC=C(C=C1)C#N